BrC(C=O)C(C)C 2-bromo-3-methyl-butanal